BrC1=CC(=CC(=C1)N=C=O)N=C=O 1-bromo-3,5-diisocyanatobenzene